2,2-dimethyl-1,5-pentanediamine CC(CN)(CCCN)C